(S)-N-(1-amino-1'-(5-(2-(trifluoromethyl)phenyl)pyrimidin-2-yl)-1,3-dihydrospiro[indene-2,4'-piperidin]-6-yl)methanesulfonamide N[C@@H]1C2=CC(=CC=C2CC12CCN(CC2)C2=NC=C(C=N2)C2=C(C=CC=C2)C(F)(F)F)NS(=O)(=O)C